2-(7-cyclopropyl-1-isopropyl-4-oxo-1,4-dihydrocinnolin-3-yl)-N-(pyrimidin-4-yl)acetamide C1(CC1)C1=CC=C2C(C(=NN(C2=C1)C(C)C)CC(=O)NC1=NC=NC=C1)=O